IC=1C=C(C=CC1)C=1SC2=C(N=CN=C2N)N1 2-(3-iodophenyl)thiazolo[4,5-d]Pyrimidin-7-amine